BrC=1C=C(OCCCCNCC2=CC(=CC=C2)[N+](=O)[O-])C=CC1 34E-4-(3-bromophenoxy)-N-(3-nitrobenzyl)butan-1-amine